tert-butyl 2-(2-(6-(trifluoromethyl)benzofuran-2-yl)pyrimidin-4-yl)-1H-pyrrole-1-carboxylate FC(C1=CC2=C(C=C(O2)C2=NC=CC(=N2)C=2N(C=CC2)C(=O)OC(C)(C)C)C=C1)(F)F